3,7,11,15-tetramethylhexadec-14-en-1-yn-3-ol CC(C#C)(CCCC(CCCC(CCC=C(C)C)C)C)O